9-(3-bromophenyl)-3,6-di-tert-butylcarbazole BrC=1C=C(C=CC1)N1C2=CC=C(C=C2C=2C=C(C=CC12)C(C)(C)C)C(C)(C)C